3-Chloro-N-((6-methylbenzo[d]isoxazol-3-yl)carbamoyl)propanamide ClCCC(=O)NC(NC1=NOC2=C1C=CC(=C2)C)=O